N'-(4-amino-1-methyl-1H-pyrazolo[4,3-c]quinoline-8-carbonyl)-N-methyl-N'-(4-(trifluoromethyl)benzyl)oxazole-4-carbohydrazide NC1=NC=2C=CC(=CC2C2=C1C=NN2C)C(=O)N(N(C(=O)C=2N=COC2)C)CC2=CC=C(C=C2)C(F)(F)F